2-(3-propoxypyridin-2-yl)acetonitrile C(CC)OC=1C(=NC=CC1)CC#N